bicyclo[2.2.2]oct-7-ene-2,3,5,6-tetracarboxylic acid methyl ester COC(=O)C1C2C(C(C(C1C(=O)O)C=C2)C(=O)O)C(=O)O